4-(3-(3-fluoro-6-(trifluoromethyl)pyridin-2-yl)-4-nitro-1H-pyrazol-1-yl)cyclohexan-1-one FC=1C(=NC(=CC1)C(F)(F)F)C1=NN(C=C1[N+](=O)[O-])C1CCC(CC1)=O